FC=1C=CC=C2C=C(NC(C12)=O)C1CN(CC1)C1CCN(CC1)C=1C=CC(=NC1)C(=O)O 5-(4-(3-(8-fluoro-1-oxo-1,2-dihydroisoquinolin-3-yl)pyrrolidin-1-yl)piperidin-1-yl)picolinic acid